SC1=CC=C(C=C1)C=1C(=CC=CC1)C#N 4'-mercaptobiphenylcarbonitrile